methyl 3-(3-(3-fluoro-5-(imidazo[1,2-a]pyridine-3-carboxamido)-4-methylphenyl)-1,2,4-oxadiazol-5-yl)azetidine-1-carboxylate FC=1C=C(C=C(C1C)NC(=O)C1=CN=C2N1C=CC=C2)C2=NOC(=N2)C2CN(C2)C(=O)OC